C1(CCCCC1)C1=NN(C=C1)C=1C=CC(=C(O\C(\C(=O)OC)=C/OC)C1)C methyl (Z)-2-[5-(3-cyclohexylpyrazol-1-yl)-2-methyl-phenoxy]-3-methoxy-prop-2-enoate